OC=1C([C@H](OC1C)C)=O |r| (+-)-4-hydroxy-2,5-dimethyl-3(2H)-furanone